2-fluoro-N-(3-fluoro-4-(methoxymethyl)benzyl)-5-(3-(1-hydroxyethyl)pyridin-2-yl)benzamide FC1=C(C(=O)NCC2=CC(=C(C=C2)COC)F)C=C(C=C1)C1=NC=CC=C1C(C)O